C(=CCCCCCCCCCCCCCCC)C=1OCCCN1 2-heptadecenyl-4,5-dihydro-1,3-oxazine